5-(hydroxymethyl)-6-methylpyrimidine-2,4-diol OCC=1C(=NC(=NC1C)O)O